NC1=NC=C(C=C1C=1C=C2CCNC(C2=CC1)=O)C1=C(C=C(C=C1)N1[C@H](COCC1)C)F (S)-6-(2-amino-5-(2-fluoro-4-(3-methylmorpholino)phenyl)pyridin-3-yl)-3,4-dihydroisoquinolin-1(2H)-one